The molecule is a benzothiazolium ion resulting from the methylation of the nitrogen of the benzothiazole group of N-[4-(1,3-benzothiazol-2-ylmethylene)-1-phenyl-1,4-dihydroquinolin-2-yl]-N',N'-dimethyl-N-propylpropane-1,3-diamine. A cationic unsymmetrical cyanine dye that binds to double-stranded DNA and is used as a nucleic acid stain in molecular biology. It has a role as a fluorescent dye. It is a cyanine dye, a tertiary amine, a member of quinolines and a benzothiazolium ion. CCCN(CCCN(C)C)C1=[N+](C2=CC=CC=C2C(=C1)/C=C\\3/N(C4=CC=CC=C4S3)C)C5=CC=CC=C5